2-(2-hydroxy-5-(1,10-phenanthroline-2-yl)phenyl)benzoxazole methyl-4-[3-(difluoromethyl)-4-nitro-pyrazol-1-yl]-2-fluorobenzoate COC(C1=C(C=C(C=C1)N1N=C(C(=C1)[N+](=O)[O-])C(F)F)F)=O.OC1=C(C=C(C=C1)C1=NC2=C3N=CC=CC3=CC=C2C=C1)C=1OC2=C(N1)C=CC=C2